(3-fluorophenyl)-3-(3-trifluoromethylsulfanylphenyl)urea FC=1C=C(C=CC1)NC(=O)NC1=CC(=CC=C1)SC(F)(F)F